C(C)(C)N1CCC(CC1)OC1=C2C(=NC(=N1)C1=CC=C(O1)CN)N(N=C2C)C2OCCCC2 (5-(4-((1-isopropylpiperidin-4-yl)oxy)-3-methyl-1-(tetrahydro-2H-pyran-2-yl)-1H-pyrazolo[3,4-d]pyrimidin-6-yl)furan-2-yl)methylamine